CC(=O)NCCCNCCCCNCCCN N1-acetylspermine